C(C)(C)(C)C1=NOC(=C1)NC(=O)C1=CSC=2CN(CCC21)C(=O)C=2C=NN1C2C=NC=C1 N-(3-(tert-butyl)isoxazol-5-yl)-6-(pyrazolo[1,5-a]pyrazine-3-carbonyl)-4,5,6,7-tetrahydrothieno[2,3-c]pyridine-3-carboxamide